dimethylamino-4,5-epoxypentane CN(C)CCCC1CO1